6-Chloro-8-(2,6-dimethoxy-4-pentylphenyl)-7-methylimidazo[1,2-a]pyridine ClC=1C(=C(C=2N(C1)C=CN2)C2=C(C=C(C=C2OC)CCCCC)OC)C